(S)-1-Methylbutyl (E)-2-methyl-2-pentenoate C/C(/C(=O)O[C@H](CCC)C)=C\CC